2-[[1-(2-cyanoethyl)-5-methyl-pyrazol-3-yl]amino]-N-(5-methyl-1-tetrahydropyran-2-yl-indazol-4-yl)thiazole-5-carboxamide C(#N)CCN1N=C(C=C1C)NC=1SC(=CN1)C(=O)NC1=C2C=NN(C2=CC=C1C)C1OCCCC1